2-(2-isopropylphenyl)pyrrolidine hydrochloride Cl.C(C)(C)C1=C(C=CC=C1)C1NCCC1